COC(C1=CC=C(C=C1)C1CCNCC1)=O 4-(piperidin-4-yl)benzoic acid methyl ester